4-amino-N-cyclopropyl-N-((6-(trifluoromethyl)-3-pyridazinyl)methyl)-1,3-dihydrofuro[3,4-c]quinoline-8-carboxamide NC1=NC=2C=CC(=CC2C2=C1COC2)C(=O)N(CC=2N=NC(=CC2)C(F)(F)F)C2CC2